[I].C(C)NS(=O)(=O)NC1=NC=CC(=C1F)CC=1C(=C(C(=C(C(=O)NOCCO)C1)NC1=C(C=C(C=C1)I)F)F)F 5-[[2-(ethylsulfamoylamino)-3-fluoropyridin-4-yl]methyl]-3,4-difluoro-2-(2-fluoro-4-iodoanilino)-N-(2-hydroxyethoxy)benzamide Iodine